O(C1=CC=CC=C1)C1=C(C=CC(=C1)C(C)(C)O)C(C)(C)O 2-phenoxy-1,4-bis(α-hydroxyisopropyl)benzene